3-(5-(((1s,2r)-2-aminocyclopentyl)oxy)-6-fluoro-1-oxoisoindolin-2-yl)piperidine-2,6-dione N[C@H]1[C@H](CCC1)OC=1C=C2CN(C(C2=CC1F)=O)C1C(NC(CC1)=O)=O